C[C@@H]1N(CC1)C=1N=C(C2=C(N1)CCC2)C=2C=NC=CC2 (S)-2-(2-methylazetidin-1-yl)-4-(pyridin-3-yl)-6,7-dihydro-5H-cyclopenta[d]pyrimidine